glycerol diformate C(=O)OCC(OC=O)CO